CC1([C@@H]2CC[C@]1(C(=O)C2)CS(=O)(=O)Cl)C (1S)-(+)-10-camphorsulfonyl chloride